C(CCCCC(=O)OCC1CC2C(CC1C)O2)(=O)OCC2CC1C(CC2C)O1 bis(3,4-epoxy-6-methylcyclohexylmethyl) adipate